N-(3-ethynylphenyl)-7-methoxyquinazolin-4-amine C(#C)C=1C=C(C=CC1)NC1=NC=NC2=CC(=CC=C12)OC